(3R,5S)-3-(3-(2,4-Difluoro-5-(4,4,5,5-tetramethyl-1,3,2-dioxaborolan-2-yl)phenyl)isoxazol-5-yl)-3-hydroxy-1-methyl-5-(trifluoromethyl)pyrrolidin-2-one FC1=C(C=C(C(=C1)F)B1OC(C(O1)(C)C)(C)C)C1=NOC(=C1)[C@]1(C(N([C@@H](C1)C(F)(F)F)C)=O)O